ClC1=CC2=C(C(=NO2)N2CCN(CC2)C2=C(C=CC=C2)Cl)C=C1 6-chloro-3-(4-(2-chlorophenyl)piperazin-1-yl)benzo[d]isoxazole